C(#N)[C@@H](CC1=CC=C(C=C1)C=1C=CC2=C(N(C(O2)=O)C)C1)NC(=O)[C@H]1OCCCNC1 (2S)-N-{(1R)-1-Cyano-2-[4-(3-methyl-2-oxo-2,3-dihydro-1,3-benzoxazol-5-yl)phenyl]ethyl}-1,4-oxazepane-2-carboxamide